COC(=O)C=1C(=C(C(=NC1C)C)C(=O)OCC)C1=C(C(=CC=C1)Cl)Cl 4-(2,3-dichlorophenyl)-2,6-dimethyl-3,5-pyridinedicarboxylic acid ethyl methyl ester